thia-10,15,20,24-tetrazatetracyclo[17.3.1.112,15.02,7]tetracosa-1(23),2(7),3,5,12(24),13,19,21-octaene-13-carboxamide S1=2C=3C=CC=CC3CCNCC=3C(=CN(CCCC(=NC=C1)C2)N3)C(=O)N